tert-butyl (R)-(2-(2-amino-4-oxo-4-(tritylamino)butanamido)ethyl)(methyl)carbamate N[C@@H](C(=O)NCCN(C(OC(C)(C)C)=O)C)CC(NC(C1=CC=CC=C1)(C1=CC=CC=C1)C1=CC=CC=C1)=O